rac-tert-Butyl-3-(4-(diethoxymethyl)phenyl)piperidine-1-carboxylate C(C)(C)(C)OC(=O)N1C[C@H](CCC1)C1=CC=C(C=C1)C(OCC)OCC |r|